ClC1=C(C=CC(=C1)F)C1=CC=NC2=CC(=CC=C12)O[C@@H](C(=O)N1C(CCCC1)C)C |r| rac-(2R)-2-[[4-(2-chloro-4-fluoro-phenyl)-7-quinolyl]oxy]-1-(2-methyl-1-piperidyl)propan-1-one